2-(3-fluoro-6-methoxy-1,5-naphthyridin-4-yl)-3-iodo-1h,5h,6h,7h-pyrrolo[3,2-c]Pyridin-4-one FC=1C=NC2=CC=C(N=C2C1C1=C(C=2C(NCCC2N1)=O)I)OC